7-(2-fluoro-6-methoxyphenyl)-3-methylimidazo(1,5-a)pyridine-6-carboxylic acid FC1=C(C(=CC=C1)OC)C1=CC=2N(C=C1C(=O)O)C(=NC2)C